4-chloro-5-(oxetan-3-ylmethyl)-1H-pyrrolo[2,3-b]Pyridine ClC1=C2C(=NC=C1CC1COC1)NC=C2